N1(C=CCC(=C1)C(=O)OC(C)(C)C)C(=O)OC(C)(C)C Di-tert-butyl pyridine-1,5(4H)-dicarboxylate